4-(2-((3-(difluoro-methyl)-1-methyl-1H-pyrazol-4-yl)sulfonyl)propan-2-yl)-N-(1,3,4-oxadiazol-2-yl)piperidine-1-carboxamide FC(C1=NN(C=C1S(=O)(=O)C(C)(C)C1CCN(CC1)C(=O)NC=1OC=NN1)C)F